2-(4-(hydroxymethyl)pyridin-2-yl)propan-2-ol OCC1=CC(=NC=C1)C(C)(C)O